OC(C)S(=O)(=O)O α-hydroxyethanesulfonic acid